N-α-linolenoyl-methionine C(CCCCCCC\C=C/C\C=C/C\C=C/CC)(=O)N[C@@H](CCSC)C(=O)O